1-pentadecanoyl-2-(9Z-octadecenoyl)-glycero-3-phosphoserine CCCCCCCCCCCCCCC(=O)OC[C@H](COP(=O)(O)OC[C@@H](C(=O)O)N)OC(=O)CCCCCCC/C=C\CCCCCCCC